N-tetrahydrofurfurylethane-1,2-diamine C(C1CCCO1)NCCN